NC1=CC=CC(=N1)S(=O)(=O)NC(=O)C=1C(=NC(=CC1)OCCOCC)N1C(C[C@@H](C1)C)(C)C N-[(6-Amino-2-pyridyl)sulfonyl]-6-(2-ethoxyethoxy)-2-[(4S)-2,2,4-trimethylpyrrolidin-1-yl]pyridin-3-carboxamid